C1CC12CCN(CC2)C=2C(=NC=C(N2)C(C(F)(F)F)(C)O)C(=O)OCC2=CC=CC=C2 benzyl 3-(6-azaspiro[2.5]octan-6-yl)-5-(1,1,1-trifluoro-2-hydroxypropan-2-yl)pyrazine-2-carboxylate